FC1=C(C(=O)OC(C)(C)C)C=CC(=C1)I tert-Butyl 2-fluoro-4-iodo-benzoate